3-[(3-fluoro-2-methoxyphenyl)amino]-2-{1H-pyrazolo[4,3-b]pyridin-7-yl}-5H,6H,7H-pyrazolo[1,5-a]pyrazin-4-one FC=1C(=C(C=CC1)NC=1C(=NN2C1C(NCC2)=O)C2=C1C(=NC=C2)C=NN1)OC